C(C)(C)[C@@H]1CC=C(CC1)C[C@@H](C=O)C (S)-3-((S)-4-isopropylcyclohex-1-en-1-yl)-2-methylpropanal